2-methyl-4-[1-tetrahydropyran-2-yl-3-(2-triisopropylsilylethynyl)indazol-5-yl]pyrazol-3-ol CN1N=CC(=C1O)C=1C=C2C(=NN(C2=CC1)C1OCCCC1)C#C[Si](C(C)C)(C(C)C)C(C)C